C1(CCCC1)C1=NN(C=2N=C(NC(C21)=O)C)C(CC)C2=NC=C(C=C2)C(F)(F)F 3-Cyclopentyl-6-Methyl-1-(1-(5-(Trifluoromethyl)Pyridin-2-Yl)Propyl)-1H-Pyrazolo[3,4-d]Pyrimidin-4(5H)-One